ClC=1C=C(NC2(CCC3(C(CC4=CC=CC=C34)C3CCC3)CC2)C(=O)O)C=CC1 4-(3-Chloroanilino)-2'-cyclobutyl-2',3'-dihydrospiro[cyclohexane-1,1'-indene]-4-carboxylic acid